O=C1SCC([N-]1)=O.[K+] potassium 2,4-dioxo-1,3-thiazolidin-3-ide